ClC1=CC=C2C(=CNC2=C1Cl)S(=O)(=O)NC1=NC=C(C=C1F)OCC(F)F 6,7-Dichloro-N-[5-(2,2-difluoroethoxy)-3-fluoropyridin-2-yl]-1H-indol-3-sulfonamid